3-(3-Methyl-2-oxo-4-(piperidin-4-yl)-2,3-dihydro-1H-benzo[d]imidazol-1-yl)piperidine-2,6-dione CN1C(N(C2=C1C(=CC=C2)C2CCNCC2)C2C(NC(CC2)=O)=O)=O